C(C)(C)(C)[C@H]1C[C@H]([C@@H](O1)C(=O)NC1=CC(=NC=C1)C(=O)N)C1=C(C(=C(C=C1)F)F)OC |o1:4,6,7| rel-(2R,3S,5R)-4-[[5-tert-butyl-3-(3,4-difluoro-2-methoxyphenyl)tetrahydrofuran-2-carbonyl]amino]pyridine-2-carboxamide